BrC1(CC=C1)Br 4,4-dibromocyclobutene